4-((2R,5S)-5-(Piperazin-1-carbonyl)-2-(trifluoromethyl)oxazolidin-3-yl)-2-(trifluoromethyl)benzonitril N1(CCNCC1)C(=O)[C@@H]1CN([C@H](O1)C(F)(F)F)C1=CC(=C(C#N)C=C1)C(F)(F)F